(S)-2-(3-(2-ethylbutoxy)phenoxy)propan-1-amine C(C)C(COC=1C=C(O[C@H](CN)C)C=CC1)CC